2-(2-chloro-4-fluorophenyl)-N-(4-(((1-methyl-1H-pyrazol-4-yl)oxy)methyl)-3-sulfophenyl)acetamide ClC1=C(C=CC(=C1)F)CC(=O)NC1=CC(=C(C=C1)COC=1C=NN(C1)C)S(=O)(=O)O